3-fluoro-2-hydroxy-5-(5-(4-(pyrrolidin-1-yl)phenyl)isothiazol-3-yl)benzaldehyde FC=1C(=C(C=O)C=C(C1)C1=NSC(=C1)C1=CC=C(C=C1)N1CCCC1)O